FS(=O)(=O)OC=1C=C(OC2C(NC(CC2)=O)=O)C=CC1C 3-(3-fluorosulfonyloxy-4-methyl-phenoxy)-2,6-dioxo-piperidine